C(C)(C)(C)OC(=O)N1CCC1 azaCyclobutane-1-carboxylic acid tert-butyl ester